O1CCC2=C1C=C(C=C2)[C@H](C)N2CCN(CC2)C2=NC=CC=N2 2-(4-((S)-1-(2,3-Dihydrobenzofuran-6-yl)ethyl)piperazin-1-yl)pyrimidin